BrC1=NC(=CC(=C1)C1OCCO1)C1(COCC1)OC 2-bromo-4-(1,3-dioxolan-2-yl)-6-(3-methoxytetrahydrofuran-3-yl)pyridine